8-(2,4-dichlorophenyl)-9-(4-((1-(3-fluoropropyl)-3-hydroxyazetidin-3-yl)methyl)phenyl)-6,7-dihydro-5H-benzo[7]annulene-3-carboxylic acid ClC1=C(C=CC(=C1)Cl)C=1CCCC2=C(C1C1=CC=C(C=C1)CC1(CN(C1)CCCF)O)C=CC(=C2)C(=O)O